Ethyl-4-(4-(1-(4-fluorophenyl)-5-methyl-1H-1,2,3-triazole-4-carboxamido)phenoxy)pyridinecarboxamide C(C)C=1C(=NC=CC1OC1=CC=C(C=C1)NC(=O)C=1N=NN(C1C)C1=CC=C(C=C1)F)C(=O)N